C(C)(C)(C)OC(=O)N1CCC(CC1)O.[Cl-].C(CCCCCCCCCC)[N+]1(CCCCC1)CCCC 1-Undecyl-1-butylpiperidinium chlorid Tert-Butyl-4-hydroxypiperidine-1-carboxylate